[Al+3].CC(C)(CCC(C)(OOC(C)(C)C)C)OOC(C)(C)C 2,5-dimethyl-2,5-di(tert-butylperoxy)hexane aluminum (III)